7-[[6-[(cyclopropyl-methylamino)methyl]-5-tetrahydrofuran-3-yl-2-pyridyl]amino]-4-(7-fluoroimidazo[1,2-a]pyridin-3-yl)isoindolin-1-one Formic acid salt C(=O)O.C1(CC1)N(C)CC1=C(C=CC(=N1)NC=1C=CC(=C2CNC(C12)=O)C1=CN=C2N1C=CC(=C2)F)C2COCC2